Cl.CN1CCC=2C1=CN=C(C2)C(N)=N 1-methyl-2,3-dihydro-1H-pyrrolo[2,3-c]pyridine-5-carboximidamide hydrochloride